C[Si](CCOCN1C=CC=C1)(C)C 1-((2-(trimethylsilyl)ethoxy)methyl)-1H-pyrrole